C(CCC)OOC1C(C(CCC1)(C)C)(C)OOCCCC bis(butylperoxy)trimethylcyclohexane